The molecule is an indolyl carbohydrate that is the beta-D-galactosaminide of 3-hydroxy-1H-indole in which the indole moiety is substituted at positions 4 and 5 by chlorine and bromine, respectively. It is an organochlorine compound, an organobromine compound, an indolyl carbohydrate, a D-galactosaminide and a monosaccharide derivative. It derives from an indoxyl. C1=CC(=C(C2=C1NC=C2O[C@H]3[C@@H]([C@H]([C@H]([C@H](O3)CO)O)O)N)Cl)Br